COC1=CC=C(CN2C(C3(CC2)CC(CCC3)=O)=O)C=C1 (4-methoxybenzyl)-2-azaspiro[4.5]decane-1,7-dione